FC=1C=C2C(NC=3[C@H](CC[C@H](C3C2=CC1F)N(C(=O)C=1NC2=CC=CC=C2C1)C)O)=O (R,S)-N-(8,9-difluoro-4-hydroxy-6-oxo-1,2,3,4,5,6-hexahydrophenanthridin-1-yl)-N-methyl-1H-indole-2-carboxamide